ClC1=CC=C(C=C1)C1=CN(CC2=C1N=C(N=C2)NCC(F)(F)F)C2=CC1=C(N(N=C1C=C2)C)C 8-(4-chlorophenyl)-6-(2,3-dimethyl-2H-indazol-5-yl)-2-(2,2,2-trifluoroethylamino)pyrido[4,3-d]pyrimidin